(2R,3S)-2-(3-(6-chloro-4-methyl-1H-benzo[d]imidazol-1-yl)propyl)piperidin-3-ol dihydrochloride Cl.Cl.ClC=1C=C(C2=C(N(C=N2)CCC[C@H]2NCCC[C@@H]2O)C1)C